N1C=C(C2=CC=CC=C12)OCC(O)CO 1-(indol-3-yl)glycerol